(S)-2-(6-(3-fluoropyrrolidin-1-yl)pyridin-3-yl)-3-methyl-5-(2-methyl-thiazol-5-yl)-5,6-dihydropyrrolo[3,4-d]imidazol-4(3H)-one F[C@@H]1CN(CC1)C1=CC=C(C=N1)C=1N(C2=C(N1)CN(C2=O)C2=CN=C(S2)C)C